CC(C)(C#N)N=NC(C)(C)C#N Azobis(isobutyronitrile)